N-ETHYL-2-[ETHYL(4-FORMYLPHENYL)AMINO]ACETAMIDE C(C)NC(CN(C1=CC=C(C=C1)C=O)CC)=O